COC1=CC=C2C(=N1)NN=C2C 6-methoxy-3-methyl-1H-pyrazolo[3,4-b]pyridine